C(CC)C1OCC(CO1)(C(=O)[O-])C(=O)[O-].[K+].ClC1=C(C(N(C(N1CC#CC1=CC(=CC=C1)CO)=O)C)=O)NC(CCC1=CC=C(C=C1)C)=O.[K+] N-(6-chloro-1-(3-(3-(hydroxymethyl)phenyl)prop-2-yn-1-yl)-3-methyl-2,4-dioxo-1,2,3,4-tetrahydropyrimidin-5-yl)-3-(p-tolyl)propanamide potassium 2-propyl-1,3-dioxane-5,5-dicarboxylate